2-methyl-5-phenoxy-3,4-dihydroquinolin CC1=NC2=CC=CC(=C2CC1)OC1=CC=CC=C1